(R)-3-((S)-3-(3-(aminomethyl)-5-fluorophenyl)-1-(tert-butoxy)-1-oxopropan-2-yl)pyrrolidine-1-carboxylic acid tert-butyl ester C(C)(C)(C)OC(=O)N1C[C@H](CC1)[C@@H](C(=O)OC(C)(C)C)CC1=CC(=CC(=C1)F)CN